(R)-6-((2-(Dimethylamino)ethyl)(methyl)amino)-3-((4-hydroxy-1-(3-phenylbutanoyl)piperidin-4-yl)methyl)pyrimidin-4(3H)-one CN(CCN(C1=CC(N(C=N1)CC1(CCN(CC1)C(C[C@@H](C)C1=CC=CC=C1)=O)O)=O)C)C